(4-amino-3,5-difluorophenyl)(8-(4-chloro-2-(hydroxymethyl)-1,6-dimethyl-1H-benzo[d]imidazol-5-yl)indolizin-3-yl)methanone NC1=C(C=C(C=C1F)C(=O)C1=CC=C2C(=CC=CN12)C1=C(C2=C(N(C(=N2)CO)C)C=C1C)Cl)F